O1C2=C(OCC1)C=C(C=C2)OC2CCN(CC2)C=2C(=C(C=1N(N2)C(C=C(N1)COC)=O)C)C 7-(4-((2,3-dihydrobenzo[b][1,4]dioxin-6-yl)oxy)piperidin-1-yl)-2-(methoxymethyl)-8,9-dimethyl-4H-pyrimido[1,2-b]pyridazin-4-one